N-(4-(3-fluoro-4-(piperidine-1-sulfonylamino)phenyl)-1H-pyrrolo[2,3-b]pyridin-6-yl)cyclopropylcarboxamide FC=1C=C(C=CC1NS(=O)(=O)N1CCCCC1)C1=C2C(=NC(=C1)NC(=O)C1CC1)NC=C2